FC(C(=O)O)(F)F.NCC=1C(NC(=CC1C)C)=O 3-(aminomethyl)-4,6-dimethylpyridine-2(1H)-one trifluoroacetate